1H-pyrazolo[4,3-b]Pyrazine N1N=CC2=NC=CN=C21